Cl.IC1=CC=C(OC2CCNCC2)C=C1 4-(4-iodophenoxy)piperidine hydrochloride